7-(difluoromethoxy)-8-fluoro-1,2,3,4,4a,9b-hexahydrobenzofuro[3,2-b]pyridine FC(OC1=CC2=C(C=C1F)C1NCCCC1O2)F